OC1=C(CN)C=CC=C1 (2-hydroxy)benzylamine